4,4'-bis((1H-1,2,4-triazole-1-yl)methyl)biphenyl N1(N=CN=C1)CC1=CC=C(C=C1)C1=CC=C(C=C1)CN1N=CN=C1